NC1=C(C=CC=C1)C=1C(=CC2=C(N(C(N=C2N2[C@H](CN([C@@H](C2)C)C(C=C)=O)C)=O)C=2C(=NC=CC2C)C(C)C)N1)Cl (M)-7-(2-Aminophenyl)-6-chloro-4-[(2S,5R)-2,5-dimethyl-4-prop-2-enoyl-piperazin-1-yl]-1-(2-isopropyl-4-methyl-3-pyridyl)pyrido[2,3-d]pyrimidin-2-one